BrC=1C=C(C(=NC1)N)OC(CO[Si](C)(C)C(C)(C)C)C1=C(C=CC(=C1)F)C=1N(C=CN1)CC=1C=NN(C1Br)CC 5-bromo-3-[1-(2-{1-[(5-bromo-1-ethyl-1H-pyrazol-4-yl)methyl]-1H-imidazol-2-yl}-5-fluorophenyl)-2-[(tert-butyldimethylsilyl)oxy]ethoxy]pyridin-2-amine